N(CCO)(CCO)CCO.C(CCCCCCC)(=O)N[C@@H](CCC(=O)O)C(=O)O caprylyl-glutamic acid triethanolamine salt